C(C=C)[C@H]1[C@@](C1)(C(=O)O)C (1R,2R)-2-allyl-1-methylcyclopropane-1-carboxylic acid